3,3-dimethylpiperidinium hydrochloride Cl.CC1(C[NH2+]CCC1)C